O1CC(C1)OC1=C(C=CC=C1)C1CCN(CC1)[C@H]1CC2(CN(C2)C=2OC=NN2)CC1 (R)-2-(6-(4-(2-(oxetan-3-yloxy)phenyl)piperidin-1-yl)-2-azaspiro[3.4]oct-2-yl)-1,3,4-oxadiazole